C(C)C=1C(NC2=NC=CC=C2C1)=O ethyl-1,8-naphthyridin-2-one